BrC=1N=CC(=NC1)N1CCC2(CC1)[C@@H](C1=CC=CC=C1C2)N (S)-1'-(5-bromopyrazin-2-yl)-1,3-dihydrospiro[indene-2,4'-piperidin]-1-amine